CC1(C2=CC=CC=C2C=2C=CC=CC12)C 9,9-dimethyl-fluoren